BrC1=C(C=C(C(=O)NC2=CC(=C(C=C2)Br)F)C=C1)F 4-bromo-N-(4-bromo-3-fluorophenyl)-3-fluorobenzamide